COC1=C(C=CC=C1)N1C(C2=CC=CC=C2C1)=O 2-(2-methoxyphenyl)isoindol-1-one